1-(2,4-difluorophenyl)ethan-1-one tert-butyl-2-(3,4-dimethoxyphenyl)-3-isopropyl-1H-indole-1-carboxylate C(C)(C)(C)OC(=O)N1C(=C(C2=CC=CC=C12)C(C)C)C1=CC(=C(C=C1)OC)OC.FC1=C(C=CC(=C1)F)C(C)=O